BrC=1C=C2C=NN=CC2=CC1 6-bromophthalazin